NC1=C2N=CN(C2=NC(=N1)Cl)[C@H]1[C@@H]([C@@]([C@H](O1)COC(C(=O)O)(C(=O)O)CC1=CC=C(C=C1)C=1C(=NC=CC1)N)(O)C#C)O 2-(((2R,3S,4R,5R)-5-(6-amino-2-chloro-9H-purin-9-yl)-3-ethynyl-3,4-dihydroxytetrahydrofuran-2-yl)methoxy)-2-(4-(2-aminopyridin-3-yl)benzyl)propanedioic acid